dibutoxyzirconium bis(ethylacetoacetate) C(C)CC(CC(=O)[O-])=O.C(C)CC(CC(=O)[O-])=O.C(CCC)O[Zr+2]OCCCC